O[C@@H]1CN(CC1)C(=O)OC(C)(C)C tert-butyl (S)-3-hydroxypyrrolidin-1-carboxylate